4-((1-((2,6-diethoxy-4'-(trifluoromethyl)-[1,1'-biphenyl]-4-yl)methyl)-4-fluoropiperidin-4-yl)methoxy)benzoic acid, trifluoroacetic acid salt FC(C(=O)O)(F)F.C(C)OC1=C(C(=CC(=C1)CN1CCC(CC1)(F)COC1=CC=C(C(=O)O)C=C1)OCC)C1=CC=C(C=C1)C(F)(F)F